(S)-N-(4-methyl-2-nitrophenyl)-2-(5-phenylthiazol-2-yl)pyrrolidine-1-carboxamide CC1=CC(=C(C=C1)NC(=O)N1[C@@H](CCC1)C=1SC(=CN1)C1=CC=CC=C1)[N+](=O)[O-]